(S)-3-amino-7-(2-(4-hydroxy-4-methylpiperidin-1-yl)-2-oxoethoxy)-5-methyl-2,3-dihydrobenzo[b][1,4]oxazepin-4(5H)-one hydrochloride Cl.N[C@@H]1C(N(C2=C(OC1)C=CC(=C2)OCC(=O)N2CCC(CC2)(C)O)C)=O